1-[(2R,4S,5R)-4-[(tert-butyldimethylsilyl)oxy]-5-([(tert-butyldimethylsilyl)oxy]methyl)-5-cyclopropyloxolan-2-yl]-5-fluoro-3H-pyrimidine-2,4-dione [Si](C)(C)(C(C)(C)C)O[C@H]1C[C@@H](O[C@]1(C1CC1)CO[Si](C)(C)C(C)(C)C)N1C(NC(C(=C1)F)=O)=O